ClC1=CC=C2C(=N1)N(C=N2)CC(F)(F)F 5-chloro-3-(2,2,2-trifluoroethyl)-3H-imidazo[4,5-b]pyridin